5-((4-(2-Methoxyethoxy)phenyl)amino)-1,3-dimethyl-1,3-dihydro-2H-benzo[d]imidazol-2-one COCCOC1=CC=C(C=C1)NC1=CC2=C(N(C(N2C)=O)C)C=C1